C(C1C(C(=O)[O-])CCCC1)(=O)OC methyl hexahydro-phthalate